(2S)-2-Methyl-1,4-butanediol C[C@H](CO)CCO